Z-thiazolo[3,4-a]pyrazine-7(1H)-carboxylate C1SCN2C1=CN(C=C2)C(=O)[O-]